3-(2-(4-isobutoxy-3-isopropyl-6-oxopyridazin-1(6H)-yl)acetamido)bicyclo[1.1.1]pentane-1-carboxylic acid C(C(C)C)OC=1C(=NN(C(C1)=O)CC(=O)NC12CC(C1)(C2)C(=O)O)C(C)C